C(C=C)OC1=C(C(=O)NC2=CC=C(C(=O)OC(C)(C)C)C=C2)C=CC(=C1OC(C)C)C(NC1=C(C=C(C=C1)NC([C@H]([C@@H](C)OC(C)(C)C)N)=O)F)=O tert-butyl 4-(2-(allyloxy)-4-((4-((2S,3R)-2-amino-3-(tert-butoxy)butanamido)-2-fluorophenyl)carbamoyl)-3-isopropoxybenzamido)benzoate